Methyl 2-(4-bromo-5-methyl-2-nitrophenyl)-2-methylpropanoate BrC1=CC(=C(C=C1C)C(C(=O)OC)(C)C)[N+](=O)[O-]